BrC1=NC(=CC(=C1N)C)C 2-bromo-4,6-dimethylpyridin-3-amine